6-chloro-3-(1H-imidazol-1-yl)-2-(5-(trifluoromethyl)-1H-1,2,4-triazol-3-yl)-1H-pyrrolo[3,2-b]pyridin-5-ol ClC=1C=C2C(=NC1O)C(=C(N2)C2=NNC(=N2)C(F)(F)F)N2C=NC=C2